NC([C@H](C[C@H]1C(NCCC1)=O)NC(=O)[C@H](CC(C)(C)C)NC(=O)C=1NC2=C(C=CC(=C2C1)Cl)Cl)=O N-[(1S)-1-[[(1S)-2-amino-2-oxo-1-[[(3S)-2-oxo-3-piperidyl]methyl]ethyl]carbamoyl]-3,3-dimethyl-butyl]-4,7-dichloro-1H-indole-2-carboxamide